3-Ethyl-7-((4-(6-((1-methyl-1H-pyrazol-3-yl)amino)pyridin-3-yl)piperazin-1-yl)methyl)-1,5-Naphthyridine C(C)C=1C=NC2=CC(=CN=C2C1)CN1CCN(CC1)C=1C=NC(=CC1)NC1=NN(C=C1)C